ClC1=CC(N(C(N1COCC)=O)CC1CCCC1)=O 6-chloro-3-(cyclopentylmethyl)-1-(ethoxymethyl)pyrimidine-2,4(1H,3H)-dione